butyl 2-((2S,3S)-4-bromo-5-chloro-6-fluoro-3-methoxy-2-phenyl-2,3-dihydrobenzofuran-2-yl)pyrrolidine-1-carboxylate BrC1=C(C(=CC2=C1[C@@H]([C@](O2)(C2=CC=CC=C2)C2N(CCC2)C(=O)OCCCC)OC)F)Cl